[C].[Ag].[Ni] nickel-silver carbon